6-(2-(Ethoxymethoxy)-4,6-dimethylphenyl)-1,2,4-triazine C(C)OCOC1=C(C(=CC(=C1)C)C)C1=CN=CN=N1